1-((2-(3-(tert-butyl)phenyl)-1H-indol-5-yl)oxy)cyclopropane-1-carboxylic acid C(C)(C)(C)C=1C=C(C=CC1)C=1NC2=CC=C(C=C2C1)OC1(CC1)C(=O)O